N-(4-(2-(2-aminopyridin-3-yl)-5-(pyridin-3-yl)-3H-imidazo[4,5-b]pyridin-3-yl)benzyl)-2-(4-formyl-3-hydroxyphenyl)acetamide NC1=NC=CC=C1C1=NC=2C(=NC(=CC2)C=2C=NC=CC2)N1C1=CC=C(CNC(CC2=CC(=C(C=C2)C=O)O)=O)C=C1